N,N'-bis[6-carboxy-2-pyridylmethyl]-ethylenediamine C(=O)(O)C1=CC=CC(=N1)CNCCNCC1=NC(=CC=C1)C(=O)O